butoxy-8-methoxyflavone C(CCC)OC1=C(OC2=C(C=CC=C2C1=O)OC)C1=CC=CC=C1